laurylphosphate potassium salt [K+].C(CCCCCCCCCCC)OP(=O)([O-])[O-].[K+]